ClC=1C=C2C(=CN(C2=CC1)CC1CCOCC1)C(=O)OC methyl 5-chloro-1-((tetrahydro-2H-pyran-4-yl)methyl)-1H-indole-3-carboxylate